5-(5-(3-benzyl-1-((2-methyl-2H-1,2,3-triazol-4-yl)sulfonyl)pyrrolidin-3-yl)-6-methyl-1H-indazol-1-yl)-3-chloro-1-methylpyridin-2(1H)-one C(C1=CC=CC=C1)C1(CN(CC1)S(=O)(=O)C1=NN(N=C1)C)C=1C=C2C=NN(C2=CC1C)C=1C=C(C(N(C1)C)=O)Cl